N1(CCCC1)C1=CN=CC(=N1)NC(=O)C1COC1 N-(6-(pyrrolidin-1-yl)pyrazin-2-yl)oxetane-3-carboxamide